3-(1-(1-(4-((R)-3-((cyclobutylmethyl)amino)piperidin-1-yl)-2-oxopyridin-1(2H)-yl)ethyl)-1H-1,2,3-triazol-4-yl)-5-methoxypicolinonitrile C1(CCC1)CN[C@H]1CN(CCC1)C1=CC(N(C=C1)C(C)N1N=NC(=C1)C=1C(=NC=C(C1)OC)C#N)=O